NC1=CC=C(C=N1)C#CC1=CC=C2CN(C(C2=C1)=O)[C@@H](C(=O)NC=1SC=CN1)C=1C2=C(NN1)CCC2 |r| (2RS)-2-[6-[2-(6-Amino-3-pyridyl)ethynyl]-1-oxo-isoindolin-2-yl]-2-(1,4,5,6-tetrahydrocyclopenta[c]pyrazol-3-yl)-N-thiazol-2-yl-acetamid